1-(tert-butyl) 2-methyl (4R)-4-(benzyloxy)-2-(difluoromethyl)pyrrolidine-1,2-dicarboxylate C(C1=CC=CC=C1)O[C@@H]1CC(N(C1)C(=O)OC(C)(C)C)(C(=O)OC)C(F)F